C(=O)(O)C1=CC=C(C=C1)C1=CC(=C(C=C1C)C1=CC=C(C=C1)C(=O)O)C 1,4-bis(4-carboxyphenyl)-3,6-dimethylbenzene